OCC=1C=C2C=3N(C4(C(NC3C1)=O)CC4)N=C2 8'-(Hydroxymethyl)spiro[cyclopropane-1,3'-pyrazolo[1,5,4-de]quinoxaline]-2'(1'H)-one